FC=1C=C(C#N)C=C(C1F)C(=O)N1CC2(C1)CC(C2)NC2=C1C(=NCN2C[2H])NC=C1 3,4-difluoro-5-{6-[3-deuteromethyl-(7H-pyrrolo[2,3-d]pyrimidin-4-yl)-amino]-2-aza-spiro[3.3]heptane-2-carbonyl}-benzonitrile